ClC1=CC=C(C=C1)C=1SC=C2N=CN(C(C21)=O)CC(=O)N2CC(CC2)O 5-(4-chlorophenyl)-3-(2-(3-hydroxypyrrolidin-1-yl)-2-oxoethyl)thieno[3,4-d]pyrimidin-4(3H)-one